C(C)OC(C(C)(C)SC=1SC(=CC1)C1=CC=C(C2=CC=CC=C12)C#N)=O.CN(C)CCOC(C=C)=O.C(C=C)(=O)O acrylic acid N,N-dimethylaminoethyl-acrylate Ethyl-2-(5-(4-cyanonaphthalen-1-yl)thiophen-2-ylsulfanyl)-2-methylpropionate